COCCOC1=CC(=C(C(=C1)C)NC1=NN(C2=NC(=NC=C21)NC2=CC=C1CCN(C(C1=C2)(C)C)C(CCC(=O)N)=O)C)C 4-(7-((3-((4-(2-methoxyethoxy)-2,6-dimethylphenyl)amino)-1-methyl-1H-pyrazolo[3,4-d]pyrimidin-6-yl)amino)-1,1-dimethyl-3,4-dihydroisoquinolin-2(1H)-yl)-4-oxobutanamide